[Co].[Mn].[V] vanadium-manganese-cobalt